CC1CC(NC=C1C)=O 4,5-dimethyl-4H-pyridin-2-one